CN(C1=NC=CC=C1)C 2-dimethylaminopyridine